N-(3-(2,6-dioxopiperidin-3-yl)-4-oxo-3,4-dihydrobenzo[d][1,2,3]triazin-5-yl)benzamide O=C1NC(CCC1N1N=NC2=C(C1=O)C(=CC=C2)NC(C2=CC=CC=C2)=O)=O